3,6-dichloro-4-(4-isopropylpiperazin-1-yl)pyridazine ClC=1N=NC(=CC1N1CCN(CC1)C(C)C)Cl